ClC=1C=NC(=NC1)N[C@H]1CN(CC1)C(=O)C1=NOC(=C1)NC(C=C)=O (R)-N-(3-(3-((5-chloropyrimidin-2-yl)amino)pyrrolidine-1-carbonyl)isoxazol-5-yl)acrylamide